C(C)(C)(C)OC([C@@H](N)CCCCNC(=O)OC(C)(C)C)=O Nε-Boc-lysine t-butyl ester